NC1=C(C=C(C=C1)CO)CO (4-amino-1,3-phenylene)dimethanol